NC1=NC=C(C(N1)=O)CN1CCOC2=C(C1)C=C(C=C2Cl)N2C=CC1=CC(=CC=C21)F 2-amino-5-{[9-chloro-7-(5-fluoroindol-1-yl)-3,5-dihydro-2H-1,4-benzoxazepin-4-yl]methyl}-3H-pyrimidin-4-one